tert-butyl (2-((7-amino-2-phenyl-1H-indol-5-yl)methoxy)ethyl)(2-hydroxyethyl)carbamate NC=1C=C(C=C2C=C(NC12)C1=CC=CC=C1)COCCN(C(OC(C)(C)C)=O)CCO